CC(C(CC(C(=O)OCC(CCCC)CC)=O)=O)(C)C 2-ethylhexyl 5,5-dimethyl-2,4-dioxohexanoate